4-(8-(dimethylamino)-2-oxo-8-phenyl-1,3-diazaspiro[4.5]decan-3-yl)-1-(4-methoxybenzyl)indoline-2,3-dione CN(C1(CCC2(CN(C(N2)=O)C2=C3C(C(N(C3=CC=C2)CC2=CC=C(C=C2)OC)=O)=O)CC1)C1=CC=CC=C1)C